4-(tert-butylamino)-2-((1S,3R)-3-hydroxycyclohexylamino)pyrimidine-5-carboxamide C(C)(C)(C)NC1=NC(=NC=C1C(=O)N)N[C@@H]1C[C@@H](CCC1)O